NC1=CC(=C(C=C1)C1=C(C=C(C=C1)N)C(F)(F)F)C(F)(F)F 4,4'-diamino-2,2'-bis-trifluoromethyl-biphenyl